D-N,N-diisopropylethylamine C(C)(C)N(C(C)C)CC